(pyridin-3-yl)pyrimidin N1=CC(=CC=C1)C1=NC=CC=N1